7-chloro-9-[3-(difluoromethyl)-1-bicyclo[1.1.1]pentanyl]-2,3-dimethyl-pyrimido[1,2-b]pyridazin-4-one ClC=1C=C(C=2N(N1)C(C(=C(N2)C)C)=O)C21CC(C2)(C1)C(F)F